FC(CN1CC=2C=C(C=NC2CC1)NC=1N=CC2=C(N1)CN(CC2)C2=C(C1=C(OCCN1)N=C2)C)F N-(6-(2,2-difluoroethyl)-5,6,7,8-tetrahydro-1,6-naphthyridin-3-yl)-7-(8-methyl-2,3-dihydro-1H-pyrido[2,3-b][1,4]oxazin-7-yl)-5,6,7,8-tetrahydropyrido[3,4-d]pyrimidin-2-amine